C(C)(=O)C=1C=C(CN2C=CC=C(C2=O)C(NC)=O)C=CC1 1-(3-Acetylbenzyl)-5-(methylcarbamoyl)-6-oxo-1,6-dihydropyridine